3-chloro-N-((2-chloro-4-methyl-6-(propylamino)phenyl)carbamoyl)-5-(trifluoromethyl)picolinamide ClC=1C(=NC=C(C1)C(F)(F)F)C(=O)NC(NC1=C(C=C(C=C1NCCC)C)Cl)=O